CC1(N(CCC1)C(=O)N1CC2(CCCC2)C(CC1)(O)CN1C=NC(=CC1=O)C1=CC=CC=C1)C 3-((7-(2,2-Dimethylpyrrolidine-1-carbonyl)-10-hydroxy-7-azaspiro[4.5]decan-10-yl)methyl)-6-phenylpyrimidin-4(3H)-one